4-bromo-2,3-toluenediamine BrC1=C(C(=C(C)C=C1)N)N